C(C)C1=NC(=NC=C1OC1=CC=C(C=N1)CNC=1N=C2N([C@@](C(N3C2=C(N1)CCC3)=O)(C)CO)C([2H])([2H])[2H])C(F)(F)F (S)-2-(((6-((4-ethyl-2-(trifluoromethyl)pyrimidin-5-yl)oxy)pyridin-3-yl)methyl)amino)-5-(hydroxymethyl)-5-methyl-4-(methyl-d3)-4,5,9,10-tetrahydro-6H,8H-pyrido[3,2,1-de]pteridin-6-one